FC(C1=NNC(=C1)C(=O)O)(F)F (E)-3-(trifluoromethyl)-1H-pyrazole-5-carboxylic acid